S1C=C(C=C1)C(=O)NC=1C=C2C(=CNC2=CC1)C=1CCN(CC1)C(C)CC 5-(3-thienoyl)amino-3-(1-(sec-butyl)-1,2,3,6-tetrahydropyridin-4-yl)-1H-indole